tert-butyl (3R)-3-(2-aminopropyl)pyrrolidine-1-carboxylate NC(C[C@@H]1CN(CC1)C(=O)OC(C)(C)C)C